2-((2-bromo-5-fluorophenoxy)methyl)oxirane BrC1=C(OCC2OC2)C=C(C=C1)F